N-(5-(naphthalen-2-yloxy)pentyl)acetamide C1=C(C=CC2=CC=CC=C12)OCCCCCNC(C)=O